C[C@H]1CN(CCN1CC(F)(F)F)C(=O)C=1C=C(CN2C(NC(C3=CC=CC=C23)=O)=O)C=CC1F (S)-1-(3-(3-methyl-4-(2,2,2-trifluoroethyl)piperazine-1-carbonyl)-4-fluorobenzyl)quinazoline-2,4(1H,3H)-dione